[Si](C)(C)(C(C)(C)C)NS(=O)(=O)[C@@H]1[C@@H](C1)C1=CC(=CC=C1)Cl |o1:11,12| (1S*,2S*)-N-(tert-butyldimethylsilyl)-2-(3-chlorophenyl)cyclopropane-1-sulfonamide